(2S)-N-(4-(benzylamino)-3,4-dioxo-1-((S)-2-oxopyrrolidin-3-yl)butan-2-yl)-1-(1H-indole-2-carbonyl)piperidine-2-carboxamide C(C1=CC=CC=C1)NC(C(C(C[C@H]1C(NCC1)=O)NC(=O)[C@H]1N(CCCC1)C(=O)C=1NC2=CC=CC=C2C1)=O)=O